trans-neurosporene CC(C)=CCC\C(\C)=C\CC\C(\C)=C\C=C\C(\C)=C\C=C\C=C(/C)\C=C\C=C(/C)\C=C\C=C(/C)\CCC=C(C)C